2-(6-(1-((1S,2R,3S,5R)-2-fluoro-1-methyl-8-azabicyclo[3.2.1]octan-3-yl)vinyl)-1,2,4-triazin-3-yl)-5-(1H-imidazol-1-yl)phenol F[C@H]1[C@@]2(CC[C@H](C[C@H]1C(=C)C1=CN=C(N=N1)C1=C(C=C(C=C1)N1C=NC=C1)O)N2)C